ClC1=C(C=C(C=C1)C1=C(N=C(O1)C1=CC(=CC=C1)Cl)N1C(N=C(C(=C1)F)NC)=O)F (5-(4-chloro-3-fluorophenyl)-2-(3-chlorophenyl)oxazol-4-yl)-5-fluoro-4-(methylamino)pyrimidin-2(1H)-one